ethyl (E)-3-(4-bromophenyl)but-2-enoate BrC1=CC=C(C=C1)/C(=C/C(=O)OCC)/C